(S)-2-((2-((tert-butyldiphenylsilyl)oxy)ethyl)amino)propan-1-ol [Si](C1=CC=CC=C1)(C1=CC=CC=C1)(C(C)(C)C)OCCN[C@H](CO)C